C(C1=CC=CC=C1)OC(=O)N1CC(C1)CN1CCN(CC1)C(=O)OC(C)(C)C tert-butyl 4-([1-[(benzyloxy)carbonyl]azetidin-3-yl]methyl)piperazine-1-carboxylate